NCCCNC1=C2C(N(C(C2=CC=C1)=O)C1C(NC(CC1)=O)=O)=O ((3-aminopropyl)amino)-2-(2,6-dioxopiperidin-3-yl)isoindoline-1,3-dione